stannous (2-ethylhexanoate) C(C)C(C(=O)[O-])CCCC.[Sn+2].C(C)C(C(=O)[O-])CCCC